FC=1C(=C(C(=O)Cl)C=CC1)OC([2H])([2H])[2H] fluoro-2-(methoxy-d3)benzoyl chloride